CC/C=C\C/C=C\C/C=C\C/C=C\CCCCC(=O)O[C@H](COC(=O)CC/C=C\C/C=C\C/C=C\C/C=C\C/C=C\C/C=C\CC)COP(=O)([O-])OCC[N+](C)(C)C 1-(4Z,7Z,10Z,13Z,16Z,19Z-docosahexaenoyl)-2-(6Z,9Z,12Z,15Z-octadecatetraenoyl)-glycero-3-phosphocholine